1-(6-(bis(4-methoxybenzyl)amino)pyridin-3-yl)cyclopropanecarbonitrile COC1=CC=C(CN(C2=CC=C(C=N2)C2(CC2)C#N)CC2=CC=C(C=C2)OC)C=C1